1-(trans-1-(2-methoxyethyl)-4-phenylpyrrolidin-3-yl)-3-(2-(pyridin-2-yl)-2,4,5,6-tetrahydrocyclopenta[c]pyrazol-3-yl)urea COCCN1C[C@H]([C@@H](C1)C1=CC=CC=C1)NC(=O)NC1=C2C(=NN1C1=NC=CC=C1)CCC2